C1(CCCC2=CC=CC=C12)=O 3,4-dihydronaphthalin-1(2H)-one